BrC1=C(C=C2C=NC(=NN21)N[C@H]2[C@@H](COCC2)O)C(=O)N(C)C 7-bromo-2-{[(3S,4R)-3-hydroxyoxan-4-yl]amino}-N,N-dimethylpyrrolo[2,1-f][1,2,4]triazine-6-carboxamide